O[C@@H](C(=O)N1[C@@H]([C@H]2C([C@H]2C1)(C)C)C(=O)N[C@@H](C[C@H]1C(NCC1)=O)C(COC(F)(F)F)=O)CC(C)(C)C (1R,2S,5S)-3-((R)-2-hydroxy-4,4-dimethylpentanoyl)-6,6-dimethyl-N-((S)-3-oxo-1-((S)-2-oxopyrrolidin-3-yl)-4-(trifluoromethoxy)butan-2-yl)-3-azabicyclo[3.1.0]hexane-2-carboxamide